nonyltripropylammonium C(CCCCCCCC)[N+](CCC)(CCC)CCC